C(N)(SCC(C)SC(N)=S)=S propylene bisdithiocarbamate